1-(3-fluoro-4-methylbenzyl)-8-methyl-3,4-dihydro-1H-benzo[b]azepine-2,5-dione FC=1C=C(CN2C3=C(C(CCC2=O)=O)C=CC(=C3)C)C=CC1C